C1(CC1)C1=CC(=NN1C1OCCCC1)NC1=CC2=C(C(=NO2)NS(=O)(=O)C2=C(C=C(C=C2OC)N(C2COCC2)C)OC)C=C1OC N-(6-{[5-cyclopropyl-1-(oxan-2-yl)-1H-pyrazol-3-yl]amino}-5-methoxy-1,2-benzoxazol-3-yl)-2,6-dimethoxy-4-[methyl(oxolan-3-yl)amino]benzene-1-sulfonamide